1-(2-propylbenzo[d]oxazol-6-yl)-3-(4-(trifluoromethyl)phenyl)urea C(CC)C=1OC2=C(N1)C=CC(=C2)NC(=O)NC2=CC=C(C=C2)C(F)(F)F